(-)-alpha-methylbenzyl isothiocyanate CC(C1=CC=CC=C1)N=C=S